N-(3-((2-chloro-6-((hydroxyimino)methyl)-7H-pyrrolo[2,3-d]pyrimidine-7-yl)methyl)pyrazin-2-yl)-N-methylmethanesulfonamide ClC=1N=CC2=C(N1)N(C(=C2)C=NO)CC=2C(=NC=CN2)N(S(=O)(=O)C)C